OC[C@@H]1N(CC1)C(=O)OC(C)(C)C (R)-tert-butyl 2-(hydroxymethyl)azetidine-1-carboxylate